Tributyl-(1-(3-(methoxy)phenyl)vinyl)stannane C(CCC)[Sn](C(=C)C1=CC(=CC=C1)OC)(CCCC)CCCC